C(C)(=O)C=1C=C2C(C(N(C2=CC1C(=O)OCC)C)=O)(C)COC ethyl 5-acetyl-3-(methoxymethyl)-1,3-dimethyl-2-oxo-indoline-6-carboxylate